C(C)(C)(C)OC(=O)N1CCC(CC1)C1=CN(C2=CC=C(C=C12)Cl)C 4-(5-chloro-1-methyl-indol-3-yl)piperidine-1-carboxylic acid tert-butyl ester